3-(2-(azetidin-3-yl)-1,2,3,4-tetrahydroisoquinolin-7-yl)-5-(2-fluoro-6-methylphenyl)-1H-pyrazolo[4,3-c]pyridazin-6(5H)-one hydrochloride Cl.N1CC(C1)N1CC2=CC(=CC=C2CC1)C1=NNC=2C1=NN(C(C2)=O)C2=C(C=CC=C2C)F